O-Benzyl-N-(tert-butoxycarbonyl)-N-methyl-L-threonine C(C1=CC=CC=C1)O[C@@H]([C@H](N(C)C(=O)OC(C)(C)C)C(=O)O)C